methyl 4-bromo-4'-phenoxazinyl-3,5-biphenyldicarboxylate BrC1=C(C=C(C=C1C(=O)[O-])C1=CC=C(C=C1)C1=CC=CC=2OC3=CC=CC=C3NC12)C(=O)OC